tert-Butyl (S)-(1-cyclopropyl-1-oxopropan-2-yl)carbamate C1(CC1)C([C@H](C)NC(OC(C)(C)C)=O)=O